(R)-3-(methoxymethyl)piperazine-1-carboxylic acid tert-butyl ester C(C)(C)(C)OC(=O)N1C[C@@H](NCC1)COC